N-(4-fluoro-3-methylphenyl)-5-(2-(((1S,3S)-3-hydroxycyclohexyl)amino)-2-oxoacetyl)-1,2,4-trimethyl-1H-pyrrole-3-carboxamide FC1=C(C=C(C=C1)NC(=O)C1=C(N(C(=C1C)C(C(=O)N[C@@H]1C[C@H](CCC1)O)=O)C)C)C